C(C=C)(=O)O.NCCCCN1C(CCCC1=O)=O N-aminobutyl-glutarimide acrylate